(3-amino-5-(tert-butyl)phenyl)-1-(2,5-dimethoxyphenyl)-5-methyl-1H-1,2,3-triazole-4-carboxamide NC=1C=C(C=C(C1)C(C)(C)C)NC(=O)C=1N=NN(C1C)C1=C(C=CC(=C1)OC)OC